ClC1=C(C=C2CCN(CC2=C1)C(C(F)(F)F)=O)NC1=NC=C(C(=N1)[Sn](C)(C)C)C(F)(F)F 1-(7-chloro-6-((5-(trifluoromethyl)-4-(trimethylstannyl)pyrimidin-2-yl)amino)-3,4-dihydroisoquinolin-2(1H)-yl)-2,2,2-trifluoroethan-1-one